ClC1=CC(=C(CN2CCCC23CCN(CC3)C(=O)OC(C)(C)C)C=C1)OCC1(CC1)C(=O)OCC tert-butyl 1-(4-chloro-2-((1-(ethoxycarbonyl) cyclopropyl) methoxy) benzyl)-1,8-diazaspiro[4.5]decane-8-carboxylate